4-(6-aminopyridin-3-yl)piperazine Ethyl-(4aR,5aS)-5,5-difluoro-5a-methyl-1,4,4a,5,5a,6-hexahydrocyclopropa[f]indazole-3-carboxylate C(C)OC(=O)C1=NNC=2C[C@]3([C@@H](CC12)C3(F)F)C.NC3=CC=C(C=N3)N3CCNCC3